butyl L-alaninate N[C@@H](C)C(=O)OCCCC